7-hydroxy-2-phenylhexahydropyrano[3,2-d][1,3]dioxine-6-carboxylate OC1CC2OC(OCC2OC1C(=O)[O-])C1=CC=CC=C1